methyl (S)-7-(6-amino-3-chloro-2-fluorophenyl)-5-oxo-1,2,3,5-tetrahydroindolizine-3-carboxylate NC1=CC=C(C(=C1C1=CC(N2[C@@H](CCC2=C1)C(=O)OC)=O)F)Cl